ClC1=C(C=CC(=C1)C#N)C1=NN(C2=NC(=CN=C21)N2C[C@@H]1[C@]([C@@H]1CC2)(C2=C(C=CC=C2)F)CNC(OCC2=CC=CC=C2)=O)C2OCCCC2 benzyl (((1S,6R,7R)-3-(3-(2-chloro-4-cyanophenyl)-1-(tetrahydro-2H-pyran-2-yl)-1H-pyrazolo[3,4-b]pyrazin-6-yl)-7-(2-fluorophenyl)-3-azabicyclo[4.1.0]heptan-7-yl)methyl)carbamate